NC1=C(C=CC2=CC=CC=C12)N=NC=1C=NC(=CC1)C1=C(C=CC(=C1)C)C1=CC=CC=C1 4-amino-3-[6-(4-methylbiphenyl-2-yl)pyridine-3-ylazo]naphthalene